NN(C(OCC1=CC=CC=C1)=O)CCC(=O)N benzyl N-amino-N-(3-amino-3-oxo-propyl)carbamate